(S)-1'-(6-amino-5-((2-amino-3-chloropyridin-4-yl)thio)pyrazin-2-yl)-5,6,7-trifluoro-1,3-dihydro-spiro[indene-2,4'-piperidin]-1-amine NC1=C(N=CC(=N1)N1CCC2(CC1)[C@@H](C1=C(C(=C(C=C1C2)F)F)F)N)SC2=C(C(=NC=C2)N)Cl